methyl L-valinate N[C@@H](C(C)C)C(=O)OC